1-((2R,4R)-2-methyl-1-propionylpiperidin-4-yl)-3-(4-(trifluoromethoxy)phenyl)urea C[C@H]1N(CC[C@H](C1)NC(=O)NC1=CC=C(C=C1)OC(F)(F)F)C(CC)=O